FC1CCN(CC1)C1=NC(=NC=C1)NC(C1=C(C=C(C=C1)NS(=O)(=O)CCO)N1CCC2(CC2)CC1)=O N-(4-(4-fluoropiperidin-1-yl)pyrimidin-2-yl)-4-((2-hydroxyethyl)sulfonamido)-2-(6-azaspiro[2.5]octan-6-yl)benzamide